6-chloro-3-((1-(3-(4,4-difluoropiperidin-1-yl)-7-methyl-2-(trifluoromethyl)quinoxalin-5-yl)ethyl)amino)picolinic acid ClC1=CC=C(C(=N1)C(=O)O)NC(C)C1=C2N=C(C(=NC2=CC(=C1)C)C(F)(F)F)N1CCC(CC1)(F)F